tert-butyl 2-(aminomethyl)-1-oxa-7-azaspiro[3.5]nonane-7-carboxylate NCC1OC2(C1)CCN(CC2)C(=O)OC(C)(C)C